ClC1=C(C(=C(C(=C1[N+](=O)[O-])[N+](=O)[O-])N=NC1=C(C(=C(C(=C1[N+](=O)[O-])[N+](=O)[O-])Cl)[N+](=O)[O-])[N+](=O)[O-])[N+](=O)[O-])[N+](=O)[O-] 4,4'-dichloro-2,2',3,3',5,5',6,6'-octanitroazobenzene